8-(7-bromo-2,6-dichloro-8-fluoroquinazolin-4-yl)-2-oxa-5,8-diazaspiro[3.5]nonane BrC1=C(C=C2C(=NC(=NC2=C1F)Cl)N1CCNC2(COC2)C1)Cl